6-(8-(1-cyclopropylpiperidin-4-yl)-8-azabicyclo[3.2.1]oct-3-yl)-2-(3,4-dimethoxyphenyl)-5,6,7,8-tetrahydro-[1,2,4]triazolo[1,5-a]pyridine C1(CC1)N1CCC(CC1)N1C2CC(CC1CC2)C2CCC=1N(C2)N=C(N1)C1=CC(=C(C=C1)OC)OC